(S)-3-(azetidin-1-ylsulfonyl)-6-(3-hydroxypyrrolidin-1-yl)-5-(1H-indol-2-yl)pyridin-2(1H)-one N1(CCC1)S(=O)(=O)C=1C(NC(=C(C1)C=1NC2=CC=CC=C2C1)N1C[C@H](CC1)O)=O